C(C)(C)N1C(=NN=C1)C1=CC=CC(=N1)NC(C1=CC(C(=O)NC2=NC=CC=N2)=CC=C1)=O N1-(6-(4-Isopropyl-4H-1,2,4-triazol-3-yl)pyridin-2-yl)-N3-(pyrimidin-2-yl)isophthalamide